1-((1-(6-(1H-pyrazol-4-yl)pyridin-3-yl)piperidin-4-yl)methyl)pyrrolidin-2-one N1N=CC(=C1)C1=CC=C(C=N1)N1CCC(CC1)CN1C(CCC1)=O